4-butyl-1-naphthylamine C(CCC)C1=CC=C(C2=CC=CC=C12)N